[Cu].C(=C)N1C=NC=C1 1-vinylimidazole copper